O=C1NC(CC[C@H]1N1CCC2=C(C=CC=C12)CN1CCC(CC1)C(=O)OC(C)(C)C)=O tert-butyl 1-[[1-[(3R)-2,6-dioxo-3-piperidyl]indolin-4-yl]methyl]piperidine-4-carboxylate